N-methyl-2-[3-(trifluoromethyl)phenyl]propanamide CNC(C(C)C1=CC(=CC=C1)C(F)(F)F)=O